FC(OC1=NC=CC(=C1)C1=C(C=2CCC2C=C1)N)(F)F 3-(2-(trifluoromethoxy)pyridin-4-yl)bicyclo[4.2.0]octa-1(6),2,4-trien-2-amine